3-(5-(4-((1-(2-Fluoro-4-(7-hydroxy-3-(m-tolyl)chroman-4-yl)phenyl)piperidin-4-yl)methyl)piperazin-1-yl)-1-oxoisoindolin-2-yl)piperidin-2,6-dion FC1=C(C=CC(=C1)C1C(COC2=CC(=CC=C12)O)C=1C=C(C=CC1)C)N1CCC(CC1)CN1CCN(CC1)C=1C=C2CN(C(C2=CC1)=O)C1C(NC(CC1)=O)=O